Isoindoline-5-carboxylic acid hydrochloride Cl.C1NCC2=CC(=CC=C12)C(=O)O